3-(3,3-difluorocyclobutoxy)-4-nitro-1-((2-(trimethylsilyl)ethoxy)methyl)-1H-pyrazole FC1(CC(C1)OC1=NN(C=C1[N+](=O)[O-])COCC[Si](C)(C)C)F